(S)-5-(4-amino-2-(1H-tetrazol-5-yl)benzamido)-2-(4-(((2,4-diaminopteridin-6-yl)methyl)amino)-3-methoxybenzamido)pentanoic acid NC1=CC(=C(C(=O)NCCC[C@@H](C(=O)O)NC(C2=CC(=C(C=C2)NCC=2N=C3C(=NC(=NC3=NC2)N)N)OC)=O)C=C1)C1=NN=NN1